C(C)(C)(C)S(=O)NC(C)C1=CC=C(C=C1)S(=O)(=O)N 4-(1-((tert-butylsulfinyl)amino)ethyl)benzenesulfonamide